N[C@@H](CC(=O)OCC)C=1C=C(C=CC1)C1=C(C=C(C=C1C)F)C ethyl (S)-3-amino-3-(4'-fluoro-2',6'-dimethyl-[1,1'-biphenyl]-3-yl)propanoate